3-(5-(2-(4-(4-((1R,2S)-6-hydroxyl-2-phenyl-1,2,3,4-tetrahydronaphthalene-1-yl)Phenyl)piperazin-1-yl)ethyl)-1-oxoisoindoline-2-yl)piperidine-2,6-dione OC=1C=C2CC[C@@H]([C@@H](C2=CC1)C1=CC=C(C=C1)N1CCN(CC1)CCC=1C=C2CN(C(C2=CC1)=O)C1C(NC(CC1)=O)=O)C1=CC=CC=C1